3-(2-((((Hexadecyloxy)carbonyl)oxy)methoxy)-2,2-diphenylacetoxy)spiro[bicyclo[3.2.1]octane-8,1'-pyrrolidin]-8-ium trifluoroacetate FC(C(=O)[O-])(F)F.C(CCCCCCCCCCCCCCC)OC(=O)OCOC(C(=O)OC1CC2CCC(C1)[N+]21CCCC1)(C1=CC=CC=C1)C1=CC=CC=C1